chloroformic acid-2,2,2-Trichloroethyl ester ClC(COC(=O)Cl)(Cl)Cl